tert-butyl (S)-2-((2-methoxy-5-methylphenyl)(methyl)carbamoyl)pyrrolidine-1-carboxylate COC1=C(C=C(C=C1)C)N(C(=O)[C@H]1N(CCC1)C(=O)OC(C)(C)C)C